C(CCCCCCCCC)(=O)[O-].C(CCCCCCCCC)(=O)NCC(=O)O.[Na+] sodium N-decanoyl-L-glycine decanoate